1-(3-(3-(3-(aminomethyl)phenyl)propoxy)propyl)piperidin-3-ol NCC=1C=C(C=CC1)CCCOCCCN1CC(CCC1)O